C(C1=CC=CC=C1)OCC1=CC2=NC=C(C(=C2N1COCC[Si](C)(C)C)CCC(F)(F)F)F 2-[[2-(benzyloxymethyl)-6-fluoro-7-(3,3,3-trifluoropropyl)pyrrolo[3,2-b]pyridin-1-yl]methoxy]ethyl-trimethyl-silane